O1C=C(C=C1)C1=C(C(C2=CC(=CC=C12)OCCCC1=CC=CC=C1)=O)C=1C=NC=CC1 (furan-3-yl)-6-(3-phenylpropoxy)-2-(pyridin-3-yl)-1H-inden-1-one